3,6-Octandiol CCC(CCC(CC)O)O